N-(2-fluorophenyl)-4-{2-[(5-fluoropyridin-2-yl)amino]-2-oxoethyl}-6-[(2S)-1-methoxyprop-2-yl]-5,8-dioxo-5,6,7,8-tetrahydro-4H-pyrazolo[1,5-a]pyrrolo[3,4-d]pyrimidine-2-carboxamide FC1=C(C=CC=C1)NC(=O)C1=NN2C(N(C3=C(C2=O)CN(C3=O)[C@H](COC)C)CC(=O)NC3=NC=C(C=C3)F)=C1